C(C)OC1=C(C=C(C=C1)OC(F)(F)F)S(=O)(=O)N 2-ethoxy-5-(trifluoromethoxy)benzenesulfonamide